N1(CCNCC1)C1=CC=C(C=N1)C1C(NC(CC1)=O)=O 3-(6-piperazin-1-ylpyridin-3-yl)piperidine-2,6-dione